C(CCC)(=O)OC1=C2C(=C(NC2=CC=C1)C(F)(F)F)CCN(C)C 3-[2-(dimethylamino)ethyl]-2-trifluoromethyl-1H-indol-4-yl butyrate